[1,3-bis(2,6-di-i-propylphenyl)-4,5-dihydroimidazol-2-ylidene]nickel (II) C(C)(C)C1=C(C(=CC=C1)C(C)C)N1C(N(CC1)C1=C(C=CC=C1C(C)C)C(C)C)=[Ni]